Ammonia cyanide [C-]#N.N